chloropropyltrimethyl-oxysilane ClCCC[Si](OC)(OC)OC